ClC1=CC=C(C(=N1)C1=NC=2C(=NC=C(C2)C(F)(F)F)N1C)S(=O)(=O)CC 2-(6-Chloro-3-(ethanesulfonyl)pyridin-2-yl)-3-methyl-6-(trifluoromethyl)-3H-imidazo[4,5-b]pyridine